(1R,2S,5S)-N-[cyano(pyrazolo[1,5-a]pyridin-3-yl)methyl]-3-[(2S)-3,3-dimethyl-2-[(2,2,2-trifluoroacetyl)amino]butanoyl]-6,6-dimethyl-3-azabicyclo[3.1.0]hexane-2-carboxamide C(#N)C(NC(=O)[C@@H]1[C@H]2C([C@H]2CN1C([C@H](C(C)(C)C)NC(C(F)(F)F)=O)=O)(C)C)C=1C=NN2C1C=CC=C2